2,2'-azobis-(2-methyl-N-phenylpropionamidine) dihydrochloride Cl.Cl.N(=NC(C(=N)NC1=CC=CC=C1)(C)C)C(C(=N)NC1=CC=CC=C1)(C)C